OC=1C=CC(=C2CC(C[S@](C12)=O)C)C (R)-8-hydroxy-3,5-dimethylthiochroman-1-one